1-(4-(1-(2,6-dichlorophenyl)azetidin-3-yl)-2-ethyl-6-methylbenzyl)piperidine-4-carboxylic acid, formic acid salt C(=O)O.ClC1=C(C(=CC=C1)Cl)N1CC(C1)C1=CC(=C(CN2CCC(CC2)C(=O)O)C(=C1)C)CC